C(#N)C1=C(C=NN1C1CCN(CC1)C(=O)OC(C)(C)C)CNC1=C2C(N(C(C2=CC=C1)=O)C1C(NC(CC1)=O)=O)=O tert-Butyl 4-(5-cyano-4-(((2-(2,6-dioxopiperidin-3-yl)-1,3-dioxoisoindolin-4-yl)amino)methyl)-1H-pyrazol-1-yl)piperidine-1-carboxylate